BrC1=C(C=CC=C1)C1=C(C(=CC(=C1)C)C1=C(C=CC=C1)C(C)C)OCOC 2-bromo-2''-isopropyl-2'-(methoxymethoxy)-5'-methyl-1,1':3',1''-terphenyl